O[C@@H](CN1CCN(CC1)[C@@H]1[C@@H](N(CC1)C(=O)OC(C)(C)C)C)C tert-Butyl (2S,3S)-3-(4-((R)-2-hydroxypropyl)piperazin-1-yl)-2-methylpyrrolidine-1-carboxylate